ClC1=C(C=CC=C1Cl)C=1C(=CN=C2C(=C(C=NC12)C(=O)N[C@H]1CCOC2=C1C=CC=C2)N(C)C)F 8-(2,3-dichlorophenyl)-N-[(4S)-3,4-dihydro-2H-1-benzopyran-4-yl]-4-(dimethylamino)-7-fluoro-1,5-naphthyridine-3-carboxamide